2-(4-((2-acetamidothiazol-5-yl)methyl)piperazin-1-yl)-N-(p-tolyl)acetamide C(C)(=O)NC=1SC(=CN1)CN1CCN(CC1)CC(=O)NC1=CC=C(C=C1)C